CC1=C(C=C(C(=C1)O)C)C(CC(C1=CC=CC=C1)C1=C(C=C(C(=C1)C)O)C)C1=C(C=C(C(=C1)C)O)C 1,1,3-tris(2,5-dimethyl-4-hydroxyphenyl)-3-phenylpropane